FC(C=1C=C(C(=O)N(C(C)C=2C(=NC=CN2)C2=NOC(=N2)C(=O)[O-])CC2CC2)C=C(C1)C(F)(F)F)(F)F 3-[3-[1-[[3,5-bis(trifluoromethyl)benzoyl]-(cyclopropylmethyl)amino]ethyl]pyrazin-2-yl]-1,2,4-oxadiazole-5-carboxylate